6-methyl-1-oxa-cyclohexadec-6-en-3-one CC=1CCC(COCCCCCCCCCC1)=O